3-(4-chloro-3-fluorophenyl)-5-(2-oxo-2-(pyrrolidin-1-yl)ethyl)thieno[3,2-c]pyridin-4(5H)-one ClC1=C(C=C(C=C1)C1=CSC2=C1C(N(C=C2)CC(N2CCCC2)=O)=O)F